4-(2,4-difluorophenoxy)piperidin-1-ylbenzonitrile FC1=C(OC2CCN(CC2)C2=C(C#N)C=CC=C2)C=CC(=C1)F